Cl.ClC=1C=C(C=C(C1)F)C(C)(C)N 2-(3-chloro-5-fluorophenyl)propan-2-amine hydrochloride